C1(CC2C(CC1)O2)CCCC[Si](OCCCC)(OCCCC)OCCCC (3,4-epoxycyclohexyl)butyltributoxysilane